C(C)(C)(C)OC(=O)NC=1SC=C(N1)CC(=O)O {2-[(tert-Butoxycarbonyl)amino]-1,3-thiazol-4-yl}acetic acid